C(C)(C)(C)C1=NC(=NO1)C=1C(=CC2=C(N(C([C@H](CS2(=O)=O)NC(OC(C)(C)C)=O)=O)CC2=CC=C(C=C2)Cl)C1)F tert-butyl N-[(3R)-7-(5-tert-butyl-1,2,4-oxadiazol-3-yl)-5-[(4-chlorophenyl)methyl]-8-fluoro-1,1,4-trioxo-2,3-dihydro-1λ6,5-benzothiazepin-3-yl]carbamate